N1C(=NC2=C1C=CC=C2)C2=CC(=NN2)NC(=O)C=2C=CC(=NC2)OCC(=O)O 2-[[5-[[5-(1H-benzimidazol-2-yl)-1H-pyrazol-3-yl]carbamoyl]-2-pyridyl]oxy]acetic acid